2,2-Bis(4-Aminophenyl)Hexafluoropropane ethyl-2-[4-methyl-3-[2-(1-methylpyrazolo[3,4-c]pyridin-4-yl)pyrimidin-5-yl]-2-oxo-benzimidazol-1-yl]acetate C(C)OC(CN1C(N(C2=C1C=CC=C2C)C=2C=NC(=NC2)C2=C1C(=CN=C2)N(N=C1)C)=O)=O.NC1=CC=C(C=C1)C(C(F)(F)F)(C(F)(F)F)C1=CC=C(C=C1)N